C(C)(C)(C)OC(=O)N1CCN(CC1)CC1=C([C@@H](N=C(N1)C=1SC=CN1)C1=C(C=C(C=C1)F)Cl)C(=O)OC methyl (4R)-6-[(4-tert-butoxycarbonylpiperazin-1-yl)methyl]-4-(2-chloro-4-fluoro-phenyl)-2-thiazol-2-yl-1,4-dihydropyrimidine-5-carboxylate